8-(3-(2,6-dioxopiperidin-3-yl)-2-methyl-4-oxo-3,4-dihydroquinazolin-5-yl)octyl methanesulfonate CS(=O)(=O)OCCCCCCCCC1=C2C(N(C(=NC2=CC=C1)C)C1C(NC(CC1)=O)=O)=O